1-(5-((4-(6-chloropyridazin-3-yl)piperazin-1-yl)methyl)-1-oxoisoindolin-2-yl)dihydropyrimidine-2,4(1H,3H)-dione ClC1=CC=C(N=N1)N1CCN(CC1)CC=1C=C2CN(C(C2=CC1)=O)N1C(NC(CC1)=O)=O